trans-4-((3-(1-Cyclopropyl-1H-pyrazol-4-yl)phenyl)((trans-4-(4-methoxy-3-methyl-phenyl)cyclohexyl)-methyl)carbamoyl)-cyclohexyl 3-amino-azetidine-1-carboxylate NC1CN(C1)C(=O)O[C@@H]1CC[C@H](CC1)C(N(C[C@@H]1CC[C@H](CC1)C1=CC(=C(C=C1)OC)C)C1=CC(=CC=C1)C=1C=NN(C1)C1CC1)=O